C(C)OC(=O)C1=NN(N=C1C)C=1C=C2C(=CNC2=CC1)C=O 2-(3-formyl-1H-indol-5-yl)-5-methyl-1,2,3-triazole-4-carboxylic acid ethyl ester